N,N'-Di(1-naphthyl)-N,N'-diphenyl(1,1'-biphenyl)-4,4'-diamine C1(=CC=CC2=CC=CC=C12)N(C1=CC=C(C=C1)C1=CC=C(C=C1)N(C1=CC=CC=C1)C1=CC=CC2=CC=CC=C12)C1=CC=CC=C1